(R)-3-(4-(5-(5-((4,6-difluoro-1H-indol-5-yl)oxy)-2-fluorophenyl)-1-methyl-1H-1,2,4-triazol-3-yl)-4-methylchroman-8-yl)propanoic acid FC1=C2C=CNC2=CC(=C1OC=1C=CC(=C(C1)C1=NC(=NN1C)[C@@]1(CCOC2=C(C=CC=C12)CCC(=O)O)C)F)F